CN1CC(C1)(C)[C@@](C=1C=C(N=NC1)N1C(C2=CC=CC=C2C1)=O)(C1=CC=C(C=C1)C(C)C)O 2-{5-[(R)-(1,3-dimethyl-azetidin-3-yl)-hydroxy-(4-isopropyl-phenyl)-methyl]-pyridazin-3-yl}-2,3-dihydro-isoindol-1-one